C(C)(C)(C)OC(=O)N1CCC(CC1)(C=1OC=CN1)F.FC=1C=CC(=C(C1)CC(=O)NC1=CC(=NC=C1)C(=O)NC1(CCC1)CO)O 4-[[2-(5-fluoro-2-hydroxy-phenyl)acetyl]amino]-N-[1-(hydroxymethyl)cyclobutyl]pyridine-2-carboxamide tert-Butyl-4-fluoro-4-(oxazol-2-yl)piperidine-1-carboxylate